8-(4-(aminomethyl)-2-(methoxymethyl)-1-methyl-6-(trifluoromethyl)-1H-benzo[d]imidazol-5-yl)-3-(3,4,5-trifluorobenzoyl)indolizine-1-carboxylic acid NCC1=C(C(=CC=2N(C(=NC21)COC)C)C(F)(F)F)C2=CC=CN1C(=CC(=C21)C(=O)O)C(C2=CC(=C(C(=C2)F)F)F)=O